C(CCC)N[C@H](C)C(=O)O r-butylalanine